2-tert-butyl-4-chloro-6-methylpyrimidine C(C)(C)(C)C1=NC(=CC(=N1)Cl)C